N-(2-((4-(Pyridin-3-yl)benzyl)amino)ethyl)quinazoline-7-sulfonamide N1=CC(=CC=C1)C1=CC=C(CNCCNS(=O)(=O)C2=CC=C3C=NC=NC3=C2)C=C1